C(C)(=O)C1=CC=C(OC(CO)C=C)C=C1 2-(4-acetylphenoxy)but-3-en-1-ol